ethyl 1-(8-bromo-2-carbonyl-1,2-dihydrobenzo[cd]indol-6-yl)-5-(trifluoromethyl)-1H-Pyrazole-4-carboxylate BrC=1C=C(C=2C3=C(C(NC13)=C=O)C=CC2)N2N=CC(=C2C(F)(F)F)C(=O)OCC